BrC=1C=C(C(=CC1)C1=CC=C(C=C1)Cl)C#N 4-bromo-4'-chloro-[1,1'-biphenyl]-2-carbonitrile